C1(CC1)N1C2=C(OCC1=O)C=C(C(=C2)OC)C2=C(C=CC(=C2)C=2C1=C(N=NC2)N(C=N1)CC)F 4-Cyclopropyl-7-(5-(7-ethyl-7H-imidazo[4,5-c]pyridazin-4-yl)-2-fluorophenyl)-6-methoxy-2H-benzo[b][1,4]oxazin-3(4H)-one